ClC=1C=C(C=CC1)C1=NN(C(C2=C1N=CN2)=O)CC(=O)O 2-(7-(3-chlorophenyl)-4-oxo-3,4-dihydro-5H-imidazo[4,5-d]pyridazin-5-yl)acetic acid